CC1=NC2=CC=CC(=C2C(N1C1C(NC(CC1)=O)=O)=O)NCC1=CC=C(C=C1)CCN1CCCCC1 3-(2-methyl-4-oxo-5-((4-(2-(piperidin-1-yl)ethyl)benzyl)amino)quinazolin-3(4H)-yl)piperidine-2,6-dione